CC=1N(C=CN1)CCN1C=NC2=C1C=C(C=C2)C(=O)[O-] 1-(2-(2-methyl-1H-imidazol-1-yl)ethyl)-1H-benzo[d]imidazole-6-carboxylate